tert-butyl 2-cyclopentyl-4-[7-[(2,4-dimethoxyphenyl)methoxy]quinazolin-4-yl]benzoate C1(CCCC1)C1=C(C(=O)OC(C)(C)C)C=CC(=C1)C1=NC=NC2=CC(=CC=C12)OCC1=C(C=C(C=C1)OC)OC